ethyl 3-((4-hydroxyphenyl) amino)-4-nitrobenzoate OC1=CC=C(C=C1)NC=1C=C(C(=O)OCC)C=CC1[N+](=O)[O-]